4-(5-(3,5-dichloro-4-fluorophenyl)-5-(trifluoromethyl)-4,5-dihydroisoxazol-3-yl)-N-(1,1-dioxotetrahydrothiophen-3-yl)-N,2-dimethylbenzamide ClC=1C=C(C=C(C1F)Cl)C1(CC(=NO1)C1=CC(=C(C(=O)N(C)C2CS(CC2)(=O)=O)C=C1)C)C(F)(F)F